N2-tert-butoxycarbonyl-20-chloro-8,14-diphenyl-4,18-dihydroxy-2,8,14-triazatetracyclo[13.3.1.13,7.19,13]henicosa-1(18),3,5,7(21),9(20),10,12,15(19),16-nonaene C(C)(C)(C)OC(=O)N1C2=C(C=CC(N(C3=CC=CC(N(C=4C=CC(=C1C4)O)C4=CC=CC=C4)=C3Cl)C3=CC=CC=C3)=C2)O